C(CC=O)=O Propandial